C1(CC1)C1=CC(=NN1)NC1=NC(=NC=C1)N1C[C@@H](CC1)CO [(3R)-1-[4-[(5-Cyclopropyl-1H-pyrazol-3-yl)amino]pyrimidin-2-yl]pyrrolidin-3-yl]methanol